C(C1=CC=CC=C1)[C@@H]1N(OCC1)C1=CC(=NC=N1)NC=1C(=CC(=C(C1)C(C(=O)N)=C)N1CCN(CC1)C(C)C)OC (5-((6-((S)-3-benzylisooxazolidin-2-yl)pyrimidin-4-yl)amino)-2-(4-isopropylpiperazin-1-yl)-4-methoxyphenyl)acrylamide